C(C)(C)C1=CNC2=C1N=CS2 6-isopropyl-4H-pyrrolo[3,2-d]thiazole